(4,7-dichloro-6-(4-((2-hydroxy-7-azaspiro[3.5]nonan-7-yl)methyl)phenyl)-2H-indazol-2-yl)-2-((R)-6-fluoro-6,7-dihydro-5H-pyrrolo[1,2-c]imidazol-1-yl)propanoic acid ClC=1C2=CN(N=C2C(=C(C1)C1=CC=C(C=C1)CN1CCC2(CC(C2)O)CC1)Cl)C(C(=O)O)(C)C1=C2N(C=N1)C[C@@H](C2)F